N1(CCCC1)C=1C=C(C=NC1)S(=O)(=O)C1=CC=C(C=C1)CNC(=O)C1=CC=2C(=CN=CC2)O1 N-({4-[5-(pyrrolidin-1-yl)pyridine-3-sulfonyl]phenyl}methyl)furo[2,3-c]pyridine-2-carboxamide